ClC=1C=C(CNC2=NC(=NC3=CC=C(C=C23)C=2C(=NOC2C)C)C=2C=NN(C2)CCC#N)C=CC1 3-(4-(4-((3-chlorobenzyl)amino)-6-(3,5-dimethylisoxazol-4-yl)quinazolin-2-yl)-1H-pyrazol-1-yl)propionitrile